C(CCC)NC=1C2=C(N=C(N1)NC1=C(C=C(C=C1)S(=O)(=O)C)OC)NC=C2Cl N4-butyl-5-chloro-N2-(2-methoxy-4-(methylsulfonyl)phenyl)-7H-pyrrolo[2,3-d]pyrimidine-2,4-diamine